COC(C)=O monomethylacetate